(E)-2-(4-(4-methoxyphenoxy)phenyl)-8-(1-(4,4,4-trifluorobut-2-enoyl)piperidin-4-yl)-5,6,7,8-tetrahydroimidazo[1,2-b]pyridazine-3-carboxamide COC1=CC=C(OC2=CC=C(C=C2)C=2N=C3N(NCCC3C3CCN(CC3)C(\C=C\C(F)(F)F)=O)C2C(=O)N)C=C1